O[C@H]1C[C@@H](N(C1)C([C@H](C)N(C(OC(C)(C)C)=O)C)=O)C(NCC1=CC=C(C=C1)C1=C(N=CS1)C)=O tert-butyl ((S)-1-((2R,4S)-4-hydroxy-2-((4-(4-methylthiazol-5-yl)benzyl)carbamoyl)pyrrolidin-1-yl)-1-oxopropan-2-yl)(methyl)carbamate